C(C)(C)(C)OC(NC1CCC2=C(C(=C(S2)C)F)C1)=O.CC1(\C(\C(C1)=O)=C/C1=C(C=CC=C1)C=1N=CN(C1)C(C1=CC=CC=C1)(C1=CC=CC=C1)C1=CC=CC=C1)C (E)-3,3-dimethyl-2-(2-(1-trityl-1H-imidazol-4-yl)benzylidene)cyclobutan-1-one tert-butyl-N-(3-fluoro-2-methyl-4,5,6,7-tetrahydrobenzothiophen-5-yl)carbamate